FC1=C(C(=N)SC)C=C(C=C1)OC=1C(=C2C=CN(C2=CC1F)S(=O)(=O)C1=CC=CC=C1)CN1N=CC(=C1)C(C)(CC=C)C methyl 2-fluoro-5-((6-fluoro-4-((4-(2-methylpent-4-en-2-yl)-1H-pyrazol-1-yl)methyl)-1-(phenylsulfonyl)-1H-indol-5-yl)oxy)benzimidothioate